CN(C=1C=C2SC3=CC(C=CC3=NC2=CC1)=[N+](C)C)C [7-(dimethylamino)phenothiazin-3-ylidene]-dimethyl-azanium